1-[[2-(2,6-dioxo-3-piperidyl)-4-fluoro-1-oxo-isoindolin-5-yl]methyl]-3-[2-methoxy-5-(trifluoromethyl)phenyl]urea O=C1NC(CCC1N1C(C2=CC=C(C(=C2C1)F)CNC(=O)NC1=C(C=CC(=C1)C(F)(F)F)OC)=O)=O